OCC1CCN(CC1)C=1C=NC(=NC1)C1=NOC(=C1)C(=O)O 3-(5-(4-(hydroxymethyl)piperidin-1-yl)pyrimidin-2-yl)isoxazole-5-carboxylic acid